1-(4-chloro-3-fluorophenyl)-2-hydroxyethanone ClC1=C(C=C(C=C1)C(CO)=O)F